(E)-5-Hydroxy-1-(o-tolyl)oct-1-en-3-one OC(CC(/C=C/C1=C(C=CC=C1)C)=O)CCC